COC=1C=C(CN2N=CC(=C2)B2OC(C(O2)(C)C)(C)C)C=CC1 1-(3-methoxybenzyl)-4-(4,4,5,5-tetramethyl-1,3,2-dioxaborolan-2-yl)-1H-pyrazole